C12=CC=C(N1)C=C1C=CC(=N1)C=C1C=CC(N1)=CC=1C=CC(N1)=C2.[Cu] copper porphyrin